C(C)N(CCOC1=CC=C(C=C1)C(\C=C/C1=CC=CC=C1)=O)CC (Z)-1-[4-[2-(Diethylamino)ethoxy]phenyl]-3-phenylprop-2-en-1-one